NC1=NC2=C(N1C/C=C/CN1C(=NC=3C1=NC=C(C3)C(=O)N)NC(=O)C3=CC(=NN3CC)C)C=CC(=C2)C(N)=O (E)-3-(4-(2-amino-5-carbamoyl-1H-benzo[d]imidazol-1-yl)but-2-en-1-yl)-2-(1-ethyl-3-methyl-1H-pyrazole-5-carboxamido)-3H-imidazo[4,5-b]pyridine-6-carboxamide